C(C)(C)(C)OC(=O)N1CC(C1)N1N=CC(=C1)C1=C(C2=C(C(=N1)OS(=O)(=O)C(F)(F)F)C=CS2)C2=C(C=C(C=C2)F)OC 3-[4-[7-(4-fluoro-2-methoxy-phenyl)-4-(trifluoromethylsulfonyloxy)thieno[3,2-c]pyridin-6-yl]pyrazol-1-yl]azetidine-1-carboxylic acid tert-butyl ester